FC=1C=C(CC2=CC(=NC=C2)N2N=C(C(=C2)C)C(=O)NC)C=C(C1)C(F)(F)F 1-(4-(3-fluoro-5-(trifluoromethyl)benzyl)pyridin-2-yl)-N,4-dimethyl-1H-pyrazole-3-carboxamide